C(#N)[C@H]1[C@@H](COCC1)N1N=C(C(=C1)C(=O)N)NC=1C=CC2=C(C=CB(O2)O)C1F 1-(trans-4-cyanotetrahydro-2H-pyran-3-yl)-3-((5-fluoro-2-hydroxy-2H-benzo[e][1,2]oxaborinin-6-yl)amino)-1H-pyrazole-4-carboxamide